ClC=1C=C(C=CC1Cl)CCC(=O)NC 3-(3,4-dichlorophenyl)-N-methylpropanamid